5,6-dihydro-11H-benzo[5,6]cyclohepta[1,2-b]pyridine N1=C2C(=CC=C1)CCC1=C(C2)C=CC=C1